ethyldichloroethane C(C)C(C)(Cl)Cl